2-[4-(1H-1,2,4-triazol-1-yl)piperidin-1-yl]-3-(6-fluoropyridin-3-yl)-benzene-1-carbonitrile N1(N=CN=C1)C1CCN(CC1)C1=C(C=CC=C1C=1C=NC(=CC1)F)C#N